4-(5,7,7,10,10-pentamethyl-2-nitro-7,8,9,10-tetrahydro-5H-benzo[b]naphtho[2,3-e][1,4]diazepin-12-yl)benzoic acid CN1C2=C(N=C(C3=C1C=C1C(CCC(C1=C3)(C)C)(C)C)C3=CC=C(C(=O)O)C=C3)C=C(C=C2)[N+](=O)[O-]